6-[[2-methyl-4-(trifluoromethyl)-pyrazol-3-yl]meth-yl]-2-azaspiro[3.3]-heptane CN1N=CC(=C1CC1CC2(CNC2)C1)C(F)(F)F